ethylene dithiocarbamic acid salt C(N)(S)=S.C=C